6-chloro-2-methyl-pyridazin-3-one ClC=1C=CC(N(N1)C)=O